ClC1=CC=C(C=C1)[C@H](C=1N(C=2C(=C3CC[C@@H](N(C3=CC2)C(=O)OC)C)N1)[C@H]1C[C@@H](CCC1)C(=O)O)O (1R,3R)-3-[(7S)-2-[(R)-(4-chlorophenyl)(hydroxy)methyl]-6-(methoxycarbonyl)-7-methyl-3H,6H,7H,8H,9H-imidazo[4,5-f]quinolin-3-yl]cyclohexane-1-carboxylic acid